octahydro-4,7-methano-1H-indencarbaldehyde C1(CCC2C3CCC(C12)C3)C=O